C(C)OC(=O)C=1OC2=C(C1C)C(=C(C=C2)S(N(CC)C2=C(C=C(C=C2)N2CCCC2)CN(CC=2OC=CC2)C(C2=C(C=CC=C2)Cl)=O)(=O)=O)CC Ethyl-5-(N-(2-((2-chloro-N-(furan-2-ylmethyl)benzoylamino)methyl)-4-(pyrrolidin-1-yl)phenyl)-N-Ethylsulfamoyl)-3-methylbenzofuran-2-carboxylic acid ethyl ester